2-(2-fluorophenylethyl)-6-(3-(trifluoromethoxy)phenyl)-3,4-dihydroisoquinolin-1(2H)-one FC1=C(C=CC=C1)CCN1C(C2=CC=C(C=C2CC1)C1=CC(=CC=C1)OC(F)(F)F)=O